3-bromo-5-[(2-ethylimidazo[1,2-a]pyridin-3-yl)carbonyl]-2-hydroxybenzonitrile BrC=1C(=C(C#N)C=C(C1)C(=O)C1=C(N=C2N1C=CC=C2)CC)O